4-(2,6-difluorophenyl)-5,6-dihydro-4H-imidazo[1,2-b][1,2,4]triazole-2-carboxylic acid FC1=C(C(=CC=C1)F)N1CCN2N=C(N=C21)C(=O)O